3,7-dimethylisoquinoline CC=1N=CC2=CC(=CC=C2C1)C